bis((2-indenyl)-(9-fluorenyl)-methane) zirconium dichloride [Cl-].[Cl-].[Zr+2].C1C(=CC2=CC=CC=C12)CC1C2=CC=CC=C2C=2C=CC=CC12.C1C(=CC2=CC=CC=C12)CC1C2=CC=CC=C2C=2C=CC=CC12